trans-N-((1r,4r)-4-((5-chloro-4-(5-cyclopropyl-1H-pyrazol-3-yl)pyrimidin-2-yl)amino)cyclohexyl)acetamide ClC=1C(=NC(=NC1)N[C@@H]1CC[C@H](CC1)NC(C)=O)C1=NNC(=C1)C1CC1